FC1=C(C=CC=C1F)N1CCC(CC1)NC1=C2C(=NC3=CC(=C(N=C13)OC)OCCCN1CCCC1)CCC2 1-(2,3-difluorophenyl)-N-{2-methoxy-3-[3-(pyrrolidin-1-yl)propoxy]-6H,7H,8H-cyclopenta[b]1,5-naphthyridin-9-yl}piperidin-4-amine